S1C=C(C2=C1C=CC=C2)C[C@H](N)C(=O)O 3-(3-benzothienyl)alanine